4-(8-fluoroimidazo[1,2-a]pyridin-3-yl)-7-[(5-morpholino-2-pyridyl)amino]isoindolin-1-one FC=1C=2N(C=CC1)C(=CN2)C2=C1CNC(C1=C(C=C2)NC2=NC=C(C=C2)N2CCOCC2)=O